ClC1=C(C=C(C(=C1)NCC1=CC(=C(C=C1)C)C)[N+](=O)[O-])CC=O 2-(2-Chloro-4-((3,4-dimethylbenzyl)amino)-5-nitrophenyl)acetaldehyde